tert-butyl 6-(4-(trifluoromethyl)phenyl)-1,2,4,4a,5,6-hexahydro-3H-pyrazino[1,2-a]quinoxaline-3-carboxylate FC(C1=CC=C(C=C1)N1CC2N(C3=CC=CC=C13)CCN(C2)C(=O)OC(C)(C)C)(F)F